N-(6-(2H-1,2,3-triazol-2-yl)-5-(trifluoromethyl)pyridin-3-yl)-5'-methyl-[1,1':2',1''-terphenyl]-4'-carboxamide N=1N(N=CC1)C1=C(C=C(C=N1)NC(=O)C=1C=C(C(=CC1C)C1=CC=CC=C1)C1=CC=CC=C1)C(F)(F)F